[Cl-].CC1=[N+](C=CC=C1)CCCC methyl-1-N-butylpyridinium chloride